C(=O)(CCCCCCCCC)OCCOCCOCCOC(=O)CCCCCCCCC triethylene glycol dicaprate